FC(C=1C=C(CON=C(C)C2=CC=C(C=C2)C2=NOC(=N2)[C@H]2CN(CC2)C(=NC(=O)OC(C)(C)C)NC(OC(C)(C)C)=O)C=C(C1)C(F)(F)F)(F)F tert-butyl (R)-((3-(3-(4-(1-(((3,5-bis(trifluoromethyl)benzyl)oxy)imino)ethyl)phenyl)-1,2,4-oxadiazol-5-yl)pyrrolidin-1-yl)((tert-butoxycarbonyl)imino)methyl)carbamate